2-(2-methoxy-4-methylphenoxy)-1-phenylethan-1-ol COC1=C(OCC(O)C2=CC=CC=C2)C=CC(=C1)C